OC1=CC=C(CC2OC3=C(C(N2)=O)C=CC=C3)C=C1 2-(4-hydroxybenzyl)-2,3-dihydro-4H-benzo[e][1,3]oxazin-4-one